(R)-2-(6-(2,2-difluoroethoxy)-4-(1-(4-methyl-4H-1,2,4-triazol-3-yl)propan-2-yl)pyridin-2-yl)-4-(trifluoromethyl)isoindolin-1-one FC(COC1=CC(=CC(=N1)N1C(C2=CC=CC(=C2C1)C(F)(F)F)=O)[C@@H](CC1=NN=CN1C)C)F